FC(O[C@@H]1CNCC1)(F)F (S)-3-trifluoromethoxypyrrolidine